N-(4-Fluorobenzyl)-6-((1-((1-hydroxy-2-methylpropan-2-yl)sulfonyl)cyclopropyl)methyl)-1-methyl-7-oxo-4,5,6,7-tetrahydro-1H-pyrazolo[3,4-c]pyridine-3-carboxamide FC1=CC=C(CNC(=O)C2=NN(C=3C(N(CCC32)CC3(CC3)S(=O)(=O)C(CO)(C)C)=O)C)C=C1